The molecule is a member of the class of imidazoles and thiophenes that is an angiotensin II receptor antagonist used for the treatment of high blood pressure. It has a role as an antihypertensive agent, an angiotensin receptor antagonist, a xenobiotic and an environmental contaminant. It is a dicarboxylic acid, a member of imidazoles and a member of thiophenes. CCCCC1=NC=C(N1CC2=CC=C(C=C2)C(=O)O)/C=C(\\CC3=CC=CS3)/C(=O)O